2-(2-methoxy-5-(methylamino)phenyl)-N,N-dimethylacetamide hydrochloride Salt Cl.COC1=C(C=C(C=C1)NC)CC(=O)N(C)C